N-(2-cyclopropyl-4-iodo-5-methylphenyl)-N-[1-(oxan-4-yl)pyrazolo[4,3-b]pyridin-5-yl]pent-2-ynamide C1(CC1)C1=C(C=C(C(=C1)I)C)N(C(C#CCC)=O)C1=CC=C2C(=N1)C=NN2C2CCOCC2